CC(C1=CC=CC=C1)OC=1C2=CC=CC=C2C(=C2C=CC=CC12)C 9-(α-methylbenzyloxy)-10-methyl-anthracene